4-(4-(benzo[d]thiazol-5-ylamino)quinolin-7-yl)-N-ethylbenzamide S1C=NC2=C1C=CC(=C2)NC2=CC=NC1=CC(=CC=C21)C2=CC=C(C(=O)NCC)C=C2